(1R,3aS,7aR,E)-1-((S)-1-(3,3-dimethylmorpholino)propan-2-yl)-7a-methyloctaHydro-4H-Inden CC1(COCCN1C[C@@H](C)[C@H]1CC[C@@H]2CCCC[C@@]12C)C